3-methyl-2-benzothiazolinone (4-(dimethylamino)benzylidene) hydrazone CN(C1=CC=C(C=NN=C2SC3=C(N2C)C=CC=C3)C=C1)C